(R)-N-(2,6-dimethylpyrazolo[1,5-a]pyridin-5-yl)-4-(3-methylpiperazin-1-yl)-2,3-dihydro-1H-pyrrolo[2,3-b]pyridine-1-carboxamide formate C(=O)O.CC1=NN2C(C=C(C(=C2)C)NC(=O)N2CCC=3C2=NC=CC3N3C[C@H](NCC3)C)=C1